cyclopropane-1-methanol C1(CC1)CO